N[C@H]1[C@@H](CCCC1)N |r| rac-trans-1,2-Diaminocyclohexan